C(C)(C)(C)C=1C=C(N(N1)C1=CC=C(C=C1)C)NC(=O)NC1=CC=C(C2=CC=CC=C12)N(C)C=1C=NC=CC1 1-[5-tert-butyl-2-p-tolyl-2H-pyrazol-3-yl]-3-[4-(pyridin-3-yl-methylamino)naphthalen-1-yl]-urea